2-(hydroxyimino)-3-phenylpropionic acid ON=C(C(=O)O)CC1=CC=CC=C1